(3-bromophenyl)methyl N-[4-(1-tetrahydropyran-2-ylindazol-5-yl)butyl]carbamate O1C(CCCC1)N1N=CC2=CC(=CC=C12)CCCCNC(OCC1=CC(=CC=C1)Br)=O